4-[(5-Ethyl-1-methyl-4-oxo-pyrrolo[3,2-c]pyridin-3-yl)amino]-N-(methyl-d3)-6-[[1-(trifluoromethyl)cyclopropanecarbonyl]amino]pyridine-3-carboxamide C(C)N1C(C2=C(C=C1)N(C=C2NC2=C(C=NC(=C2)NC(=O)C2(CC2)C(F)(F)F)C(=O)NC([2H])([2H])[2H])C)=O